tetraphenyl-cyclodisiloxane C1(=CC=CC=C1)[Si]1(O[Si](O1)(C1=CC=CC=C1)C1=CC=CC=C1)C1=CC=CC=C1